5-(3,8-Diazabicyclo[3.2.1]octan-3-yl)-2-methyl-N-(1-(2-methyl-7-(2-methyloxazol-4-yl)quinolin-5-yl)cyclopropyl)benzamide C12CN(CC(CC1)N2)C=2C=CC(=C(C(=O)NC1(CC1)C1=C3C=CC(=NC3=CC(=C1)C=1N=C(OC1)C)C)C2)C